N-(2-(7-fluoro-1H-indol-3-yl)ethyl)-N-propylpropan-1-amine FC=1C=CC=C2C(=CNC12)CCN(CCC)CCC